The molecule is an aminoacylpyridine that is pyridine substituted at position 3 by a 4-(methylamino)butanoyl group. It is a pyridine alkaloid and an aminoacylpyridine. It is a conjugate base of a pseudooxynicotinium(1+). CNCCCC(=O)C1=CN=CC=C1